(2-((tert-butoxycarbonyl)amino)-3-chloropyridin-4-yl)-5-(trifluoromethyl)-1H-pyrazole-4-carboxylic acid C(C)(C)(C)OC(=O)NC1=NC=CC(=C1Cl)N1N=CC(=C1C(F)(F)F)C(=O)O